N-(3,5-difluorophenyl)-4-nitropyridin FC=1C=C(C=C(C1)F)N1CC=C(C=C1)[N+](=O)[O-]